methyl-(isobutyl) ethyl ketone C(C)C(=O)C(C(C)C)C